5,5-Dimethyl-hydantoin CC1(C(NC(N1)=O)=O)C